glyceryl-caprylic acid C(C(O)CO)C(C(=O)O)CCCCCC